2,5-bis(aminomethyl)piperazine NCC1NCC(NC1)CN